4-(2-fluoro-6-methoxyphenyl)-2-(6-methyl-2-((R)-2-methylpiperazin-1-yl)pyrimidin-4-yl)-2,3-dihydro-1H-pyrrolo[3,4-c]pyridin-1-one FC1=C(C(=CC=C1)OC)C1=NC=CC2=C1CN(C2=O)C2=NC(=NC(=C2)C)N2[C@@H](CNCC2)C